COCCCOC1=CC=CN=N1 6-(3-Methoxypropoxy)pyridazin